(3R,4R)-4-((5-chloro-4-(7'-fluoro-2'-methyl-spiro[cyclopentane-1,3'-indol]-5'-yl)pyrimidin-2-yl)amino)-1-(methylsulfonyl)piperidin-3-ol ClC=1C(=NC(=NC1)N[C@H]1[C@@H](CN(CC1)S(=O)(=O)C)O)C=1C=C2C3(C(=NC2=C(C1)F)C)CCCC3